2-iodo-4,6-bis(trifluoromethyl)phenyl (2-(cyanomethyl)phenyl)(methyl)carbamate C(#N)CC1=C(C=CC=C1)N(C(OC1=C(C=C(C=C1C(F)(F)F)C(F)(F)F)I)=O)C